P(O)(=O)(OP(=O)(O)O)OC[C@@H]1[C@H]([C@H]([C@@H](O1)N1C=NC=2C(NC3CCCC3)=NC=NC12)O)O N6-Cyclopentyladenosine-5'-O-diphosphate